CC(C(C)C)=O methyl-isobutanone